(S)-2-(1-(9H-purin-6-ylamino)propyl)-3-(3-fluorophenyl)-4H-chromen-4-one maleate C(\C=C/C(=O)O)(=O)O.N1=CN=C2NC=NC2=C1N[C@@H](CC)C=1OC2=CC=CC=C2C(C1C1=CC(=CC=C1)F)=O